N-((1s,3s)-3-(6-((4-(1-((1-(2-(4-(2,6-dioxopiperidin-3-yl)phenoxy)acetyl)piperidin-4-yl)methyl)piperidin-4-yl)phenyl)amino)-9H-purin-9-yl)cyclobutyl)-2-phenylacetamide O=C1NC(CC[C@H]1C1=CC=C(OCC(=O)N2CCC(CC2)CN2CCC(CC2)C2=CC=C(C=C2)NC2=C3N=CN(C3=NC=N2)C2CC(C2)NC(CC2=CC=CC=C2)=O)C=C1)=O